FC=1C=C2C(C(=CN3C2=C(C1F)SCC3)CN[C@@H]3CNCCC3)=O (S)-9,10-difluoro-6-((piperidin-3-ylamino)methyl)-2,3-dihydro-7H-[1,4]thiazino[2,3,4-ij]quinolin-7-one